OC1CCCC1 (1R,2R,3S)-3-hydroxycyclopentane